C(=C)[Si](OCCCCCC)(OCCCCCC)OCCCCCC Vinyltrihexyloxysilan